N1(CCCCC1)CCCN(CC(C)O)CC(C)O 3-piperidinyl-N,N-bis(2-hydroxypropyl)propylamine